C(=O)OCC(=CC1=CC=CC=C1)CCCCC ALPHA-AMYLCINNAMYL FORMATE